tert-butyl (2R,3S,4S)-4-[(tert-butyldimethylsilyl)oxy]-3-[(4-nitrophenoxycarbonyl)oxy]-2-{[4-(trifluoromethyl)phenyl]methyl}pyrrolidine-1-carboxylate [Si](C)(C)(C(C)(C)C)O[C@@H]1[C@H]([C@H](N(C1)C(=O)OC(C)(C)C)CC1=CC=C(C=C1)C(F)(F)F)OC(=O)OC1=CC=C(C=C1)[N+](=O)[O-]